(1R,5S,6r)-6-(4,5-dimethyl-4H-1,2,4-triazol-3-yl)-3-azabicyclo[3.1.0]Hexane CN1C(=NN=C1C)C1[C@H]2CNC[C@@H]12